Cl.O=C1NC(CCC1NC(=O)C=1SC=C2C1N=C(C=C2OCC(=O)O)C(F)(F)F)=O 2-({7-[(2,6-dioxopiperidin-3-yl)carbamoyl]-2-(trifluoromethyl)thieno[3,4-b]pyridin-4-yl}oxy)acetic acid hydrochloride